[V].[Mg].[Ti] titanium magnesium vanadium